C(C1=CC=CC=C1)OC(NC1=C(C=CC(=C1)C=O)Cl)=O (2-CHLORO-5-FORMYL-PHENYL)-CARBAMIC ACID BENZYL ESTER